O=C1N2[C@H](COC1)CNCC2 (S)-4-oxohexahydropyrazino[2,1-c][1,4]oxazin